3-[(pyridin-2-yl)amino](2H4)propanoic acid N1=C(C=CC=C1)NC(C(C(=O)O)([2H])[2H])([2H])[2H]